4-oxo-1-phenyl-4,5-dihydro-1H-pyrazolo[3,4-d]pyrimidin O=C1C2=C(N=CN1)N(N=C2)C2=CC=CC=C2